NCCC(=O)NC1=CC(=CC=C1)C1=CC2=C(C=C1OC)OCC1=C2N(N=C1C(=O)N1C(COCC1)(C)C)C1=CC(=CC(=C1)Cl)Cl 3-amino-N-(3-(1-(3,5-dichlorophenyl)-3-(3,3-dimethylmorpholine-4-carbonyl)-7-methoxy-1,4-dihydrochromeno[4,3-c]pyrazol-8-yl)phenyl)propanamide